9-ethyl-2-(3-(1-methyl-1H-pyrazol-3-yl)phenyl)-6-(pyridin-4-yl)-5,9-dihydro-4H-purine C(C)N1C2N=C(N=C(C2N=C1)C1=CC=NC=C1)C1=CC(=CC=C1)C1=NN(C=C1)C